5-chloro-2-(difluoromethyl)-N-((1r,4r)-4-((3-(5-(methyl-amino)pyrazin-2-yl)-2-oxo-2,3-dihydro-1H-benzo[d]imidazol-1-yl)methyl)cyclohexyl)nicotinamide ClC=1C=NC(=C(C(=O)NC2CCC(CC2)CN2C(N(C3=C2C=CC=C3)C3=NC=C(N=C3)NC)=O)C1)C(F)F